6-(1-bromoethyl)-4-chloro-5-fluoropyrimidine BrC(C)C1=C(C(=NC=N1)Cl)F